1-(3-((5-amino-6-chloropyrimidin-4-yl)amino)-4-(4-methylpiperazin-1-yl)phenyl)-1H-1,2,3-triazole-4-carboxylic acid methyl ester COC(=O)C=1N=NN(C1)C1=CC(=C(C=C1)N1CCN(CC1)C)NC1=NC=NC(=C1N)Cl